gallium(II) telluride [Ga]=[Te]